C(CN1C(=NC2=C1C=CC(=C2OC)C(N)=O)C2=C(C(=O)O)C=CC=C2Cl)N2C(=NC1=C2C=CC(=C1OC)C(N)=O)C1=C(C(=O)O)C=CC=C1Cl 6'-(ethane-1,2-diylbis(5-carbamoyl-4-methoxy-1H-benzo[d]imidazole-1,2-diyl))bis(3-chlorobenzoic acid)